C(C)NC1=NC(=CC(=C1)C1=C(C=C(C#N)C=C1)C1=NN=CN1C)N1C(C2=CC(=CC(=C2C1)C(F)(F)F)NC)=O 4-[2-(ethylamino)-6-[6-(methylamino)-1-oxo-4-(trifluoromethyl)-3H-isoindol-2-yl]pyridin-4-yl]-3-(4-methyl-1,2,4-triazol-3-yl)benzonitrile